BrC1=C(N[C@H](C)C=2C=C(C=C3C(C(=C(OC23)N2CCC(CC2)(C)C)C)=O)C)C=CC(=C1)Cl 8-[(1R)-1-(2-bromo-4-chloro-anilino)ethyl]-2-(4,4-dimethyl-1-piperidyl)-3,6-dimethyl-chromen-4-one